(S)-4-(1-acryloylpiperidin-3-yl)-3-chloro-5-fluoro-2-methyl-1H-indole-7-carboxamide C(C=C)(=O)N1C[C@@H](CCC1)C1=C2C(=C(NC2=C(C=C1F)C(=O)N)C)Cl